3-methyl-5,6-dihydro-7H-pyrrolo[3,4-b]pyridin CC=1C=C2C(=NC1)CNC2